2-(4-methoxybenzyl)-6-(2-(2-oxo-2-(4-(5-(trifluoromethyl)pyrimidin-2-yl)piperazin-1-yl)ethyl)isoindolin-1-yl)-4-(trifluoromethyl)pyridazin-3(2H)-one COC1=CC=C(CN2N=C(C=C(C2=O)C(F)(F)F)C2N(CC3=CC=CC=C23)CC(N2CCN(CC2)C2=NC=C(C=N2)C(F)(F)F)=O)C=C1